FC1=C(C=CC=C1OC)C=1C(NC(N(C1C)C1=C(C=CC=C1C(F)(F)F)F)=O)=O 5-(2-fluoro-3-methoxyphenyl)-1-(2-fluoro-6-(trifluoromethyl)phenyl)-6-methylpyrimidine-2,4(1H,3H)-dione